OC(CN(CCCN(CC(C)O)CC(C)O)CC(C)O)C N,N,N',N'-tetrakis-(2-hydroxypropyl)-1,3-diaminopropane